3-(2,6-difluorophenyl)-11-oxa-9-thia-4,7-diazatricyclo[8.5.0.02,8]pentadeca-1(10),2(8),3-trien-6-one FC1=C(C(=CC=C1)F)C=1C=2C=3CCCCOC3SC2NC(CN1)=O